C(C)(C)(C)OC(=O)NC=1C=C(C=CC1)C(C(C(=O)OCC)(F)F)(C)O ethyl 3-(3-((t-butoxycarbonyl) amino) phenyl)-2,2-difluoro-3-hydroxybutyrate